N-{5-[1-(4-ethylphenyl)-1H-pyrazol-4-yl]-1H-indol-3-yl}oxolane-2-carboxamide C(C)C1=CC=C(C=C1)N1N=CC(=C1)C=1C=C2C(=CNC2=CC1)NC(=O)C1OCCC1